COC1=CC=C(C=C1)CCC=1C(N1)C1=NN=NN1 5-{3-[2-(4-methoxyphenyl)ethyl]-2H-aziren-2-yl}-1H-tetrazole